C(C(C)C)(=O)OCCC=CCC (E) and (Z)-3-hexenol isobutyrate